N[C@H](C(=O)OCC1=CC=CC=C1)CCC(=O)OC(C)(C)C 5-tert-butyl (S)-1-benzyl 2-aminoglutarate